N-(3,3-difluoro-2,3-dihydro-1H-benzo[d]pyrrolo[1,2-a]imidazol-5-yl)-4-(2-hydroxyethanesulfonylamino)-2-(6-azaspiro[2.5]octan-6-yl)benzamide FC1(CCN2C1=NC1=C2C=CC=C1NC(C1=C(C=C(C=C1)NS(=O)(=O)CCO)N1CCC2(CC2)CC1)=O)F